C1(C(CCCC1)CO)CO 1,2-cyclohexanedi-methanol